FC(C(=O)N1CC(N(CC1)C=1C=C(C=CC1)C)=O)=C 4-(2-fluoroacryloyl)-1-(m-tolyl)piperazin-2-one